6-bromo-N-(4-fluorophenyl)-1H-indazol-5-amine BrC1=C(C=C2C=NNC2=C1)NC1=CC=C(C=C1)F